1-methyl-(6-((5-(3-phenyl-1,2,4-oxadiazol-5-yl)pyrazin-2-yl)oxy)-1H-indol-2-yl)(4-(4-(2,2,2-trifluoroethoxy)benzyl)piperazin-1-yl)methanone CC(=O)N1C(CN(CC1)CC1=CC=C(C=C1)OCC(F)(F)F)C=1NC2=CC(=CC=C2C1)OC1=NC=C(N=C1)C1=NC(=NO1)C1=CC=CC=C1